7-((1-(2-chloroethyl)piperidin-4-yl)methoxy)-2-(cyclopropylmethyl)-5-fluoroquinazolin-4(3H)-one ClCCN1CCC(CC1)COC1=CC(=C2C(NC(=NC2=C1)CC1CC1)=O)F